{[(oxan-4-yl)amino]methyl}-1H-indol O1CCC(CC1)NCN1C=CC2=CC=CC=C12